p-pentoxy-terphenyl-carboxylic acid C(CCCC)OC=1C=C(C(=CC1)C=1C(=CC=CC1)C1=CC=CC=C1)C(=O)O